5-cyclopropyl-1H-1,2,4-triazol-3-amine C1(CC1)C1=NC(=NN1)N